[P].[V].[Co] cobalt vanadium phosphorus